1-(8-(heptadecan-8-yloxy)-8-oxooctyl) 3-(8-(heptadecan-9-yloxy)-8-oxooctyl) 2-((3-(piperidin-1-yl)propanoyl)oxy)malonate N1(CCCCC1)CCC(=O)OC(C(=O)OCCCCCCCC(=O)OC(CCCCCCC)CCCCCCCCC)C(=O)OCCCCCCCC(=O)OC(CCCCCCCC)CCCCCCCC